4-[hydroxy(methyl)phosphinyl]-DL-homoalanine OP(=O)(CC[C@H](N)C(=O)O)C |r|